C1(CCCCC1)(CC(=O)O)CC(=O)O 2,2'-(Cyclohexane-1,1-diyl)diacetic acid